1-(2-(3-aminobutyl)-3,4-difluorophenyl)-3-(2-bromo-6-methoxypyridin-3-yl)-6-fluoro-7-(trifluoromethyl)-2,3-dihydroquinazolin-4(1H)-one NC(CCC1=C(C=CC(=C1F)F)N1CN(C(C2=CC(=C(C=C12)C(F)(F)F)F)=O)C=1C(=NC(=CC1)OC)Br)C